FC1=C2C3(CN(CC2=CC=C1C(=C)F)CC1=CC=C(C=C1)OC)CC3 5'-fluoro-6'-(1-fluorovinyl)-2'-(4-methoxybenzyl)-2',3'-dihydro-1'H-spiro[cyclopropane-1,4'-isoquinoline]